2-methyl-5-(3-(trifluoromethoxy)phenyl)-N-(3-(2-aminopropyl)-1,2,4-thiadiazol-5-yl)furan-3-carboxamide CC=1OC(=CC1C(=O)NC1=NC(=NS1)CC(C)N)C1=CC(=CC=C1)OC(F)(F)F